C1(CC1)C1=C(C(=NO1)C1=C(C=NC=C1Cl)Cl)C1=CC2(C1)CCN(CC2)C=2SC1=C(N2)C(=CC(=C1)C(=O)O)OC 2-(2-(5-cyclopropyl-3-(3,5-dichloropyridin-4-yl)isoxazol-4-yl)-7-azaspiro[3.5]non-1-en-7-yl)-4-methoxybenzo[d]thiazole-6-carboxylic acid